C(OCC1=CC=CC=C1)(OCC1=CC=CC=C1)=O di(phenylmethyl) carbonate